ClC1=CC(=NC(=C1)Cl)C(=O)OC methyl 4,6-dichloropyridine-2-carboxylate